disodium ammonia N.[Na].[Na]